2-Methoxy-4-(4-(4-pentamidothiophen-2-yl)pyrimidin-2-yl)benzoic acid COC1=C(C(=O)O)C=CC(=C1)C1=NC=CC(=N1)C=1SC=C(C1)NC(CCCC)=O